FC1=C(COC2=C(C(N(C(=C2)C)C=2C=C(CNC(=O)N)C=CC2F)=O)Cl)C=CC(=C1)F 1-(3-(4-(2,4-difluorobenzyloxy)-3-chloro-6-methyl-2-oxopyridin-1(2H)-yl)-4-fluorobenzyl)urea